4-(1,4-dioxaspiro[4.5]decan-8-yl)-2,3-dihydro-1,4-benzoxazine O1CCOC12CCC(CC2)N2CCOC1=C2C=CC=C1